2-(1-(4-(4-methylpiperazin-1-yl)phenyl)ethyl)-10H-phenothiazine sulphate S(=O)(=O)(O)O.CN1CCN(CC1)C1=CC=C(C=C1)C(C)C1=CC=2NC3=CC=CC=C3SC2C=C1